OC1(CCC(CC1)NC(O[C@@H]1C[C@@H](CC1)C1=CC(=NN1)NC(CC1=CC=C(C=C1)F)=O)=O)C (1S,3R)-3-(3-{[(4-fluoro-phenyl)acetyl]amino}-1H-pyrazol-5-yl)cyclopentyl (cis-4-hydroxy-4-methyl-cyclohexyl)carbamate